2-acryloyloxyEthyl-hexahydrophthalic acid C(C=C)(=O)OCCC1(C(=O)O)C(C(=O)O)CCCC1